FC=1C(=CC=C2C=NC(=NC12)OC[C@H]1N(CCC1)C)C1=CC(=CC2=CC=CC=C12)O 8-fluoro-7-(3-hydroxynaphthalen-1-yl)-2-(((S)-1-methylpyrrolidin-2-yl)methoxy)quinazolin